2-{5-[Methyl(piperidin-4-yl)amino][1,3]thiazolo[5,4-d][1,3]thiazol-2-yl}-5-(2-methyl-1,3-thiazol-5-yl)pyridin-3-ol CN(C=1SC2=C(N1)SC(=N2)C2=NC=C(C=C2O)C2=CN=C(S2)C)C2CCNCC2